C(C)(C)(C)OC(=O)N1CCC(CC1)C1=CC2=C(N(C(=N2)C2=CC(=C(C=C2)OC)OC)CC(F)F)C=C1 4-(1-(2,2-difluoroethyl)-2-(3,4-dimethoxyphenyl)-1H-benzo[D]imidazol-5-yl)piperidine-1-carboxylic acid tert-butyl ester